9-(1-{[5-(aminomethyl)morpholin-2-yl]acetyl}azetidin-3-yl)oxy-5,5-dihydroxy-6-oxa-5-boranuidatricyclo[5.4.0.02,4]undeca-1(7),8,10-triene-8-carboxylic acid NCC1COC(CN1)CC(=O)N1CC(C1)OC1=C(C=2O[B-](C3CC3C2C=C1)(O)O)C(=O)O